N1N=CC2=CC=CC(=C12)C(=O)N indazol-7-carboxamide